ClCC(=O)N(NC([C@H](CC(C)C)N(C(=O)C=1NC2=CC=CC=C2C1)C)=O)CCC(=O)NC (S)-N-(1-(2-(2-chloroacetyl)-2-(3-(methylamino)-3-oxo-propyl)hydrazino)-4-methyl-1-oxo-pentan-2-yl)-N-methyl-1H-indole-2-carboxamide